FC=1C=C(C=NC1)NC(=O)C=1C=C2C(=NC1)NC=C2C2=CC=1N(C=C2)N=CC1C(=O)N1CCOCC1 N-(5-fluoropyridin-3-yl)-3-(3-(morpholine-4-carbonyl)pyrazolo[1,5-a]pyridin-5-yl)-1H-pyrrolo[2,3-b]pyridine-5-carboxamide